FC1=C(C=CC(=C1)OC1=NN(C=C1)C1=NC=C(C(=C1)F)C)NC1=NC=NC2=CC(=C(C=C12)NC1CCN(CC1)C(C=C)=O)OC 1-(4-((4-((2-fluoro-4-((1-(4-fluoro-5-methylpyridin-2-yl)-1H-pyrazol-3-yl)oxy)phenyl)amino)-7-methoxyquinazolin-6-yl)amino)piperidin-1-yl)prop-2-en-1-one